C(COC(=O)CCC(=O)O)[C@@H](C(=O)O)N The molecule is the O-succinyl derivative of L-homoserine. It has a role as a Saccharomyces cerevisiae metabolite and an Escherichia coli metabolite. It is a hemisuccinate and an o-succinylhomoserine. It is a conjugate acid of an O-succinyl-L-homoserinate(1-).